8-((1S,2S)-2-(tert-butyl)cyclopropyl)-6-chloroimidazo[1,2-b]pyridazine C(C)(C)(C)[C@@H]1[C@H](C1)C=1C=2N(N=C(C1)Cl)C=CN2